C(C)(=O)C=1C=C2C(=CC1)NC([C@@]21CN([C@@H](C1)C#N)C([C@H](CC(C)C)N(C(=O)C=1NC2=CC(=CC(=C2C1)F)F)C)=O)=O N-((S)-1-((3R,5'S)-5-acetyl-5'-cyano-2-oxospiro[indoline-3,3'-pyrrolidin]-1'-yl)-4-methyl-1-oxopentan-2-yl)-4,6-difluoro-N-methyl-1H-indole-2-carboxamide